3,5-dimethylheptanal CC(CC=O)CC(CC)C